C(C)(C)(C)OC(=O)N1C(=NC2=C1C=CC=C2)C2=CC=CC=C2 N-(tert-butoxycarbonyl)-2-phenylbenzimidazole